5-methoxy-1H-indol-3-ylethan-1-amine COC=1C=C2C(=CNC2=CC1)C(C)N